4-((1R,5S)-3,8-diazabicyclo[3.2.1]octan-3-yl)-7-(8-chloronaphthalen-1-yl)-8-fluoro-2-((2-fluorotetrahydro-1H-pyrrolizin-7a(5H)-yl)methoxy)pyrido[4,3-d]pyrimidine platinum [Pt].[C@H]12CN(C[C@H](CC1)N2)C=2C1=C(N=C(N2)OCC23CCCN3CC(C2)F)C(=C(N=C1)C1=CC=CC2=CC=CC(=C12)Cl)F